ClC(C1=CC(=CC(=C1)OC)OC)C1=CC(=CC(=C1)OC)OC chlorobis(3,5-dimethoxyphenyl)methane